N-(2-(5-(5-(2-cyclopentylethyl)-1,2,4-oxadiazol-3-yl)-1H-benzo[d]imidazol-1-yl)ethyl)-4-(trifluoromethyl)benzamide C1(CCCC1)CCC1=NC(=NO1)C1=CC2=C(N(C=N2)CCNC(C2=CC=C(C=C2)C(F)(F)F)=O)C=C1